ClC=1C(=NC(=NC1)NC1CCOCC1)C1=CC=C2CN(C(C2=C1)=O)CC(=O)NC(C)(CCC1=CC=CC=C1)C 2-(6-{5-chloro-2-[(oxacyclohex-4-yl)amino]pyrimidin-4-yl}-1-oxo-2,3-dihydro-1H-isoindol-2-yl)-N-(2-methyl-4-phenylbutan-2-yl)acetamide